C(CCCCCCCCCCCCCCCCCCCCCCCCCCCCCCCCCC)(=O)[O-] pentatriacontanoate